C(C1=CC=CC=C1)OC(C(=O)NNC(=O)C1=C(C=C(C(=N1)CC(=O)OCC)C(F)(F)F)[N+](=O)[O-])(CCCC1OCCO1)C(F)(F)F Ethyl 2-[6-[[[2-benzyloxy-5-(1,3-dioxolan-2-yl)-2-(trifluoromethyl)pentanoyl]amino]carbamoyl]-5-nitro-3-(trifluoromethyl)-2-pyridyl]acetate